3-[4-chloro-5-methyl-3-(trifluoromethyl)pyrazol-1-yl]-N-[6-(hydroxymethyl)-1,3-benzodioxol-5-yl]benzamide ClC=1C(=NN(C1C)C=1C=C(C(=O)NC2=CC3=C(OCO3)C=C2CO)C=CC1)C(F)(F)F